CN1N=C(C2=CC=C(C=C12)C1CN(C1)CC1=CC(=CC=C1)S(=O)(=O)N1CCC(CC1)NC1=NC=C(C=N1)C(F)(F)F)N1C(NC(CC1)=O)=O 1-(1-methyl-6-(1-(3-((4-((5-(trifluoro-methyl)pyrimidin-2-yl)amino)piperidin-1-yl)sulfonyl)benzyl)azetidin-3-yl)-1H-indazol-3-yl)dihydropyrimidine-2,4(1H,3H)-dione